O(C(=S)SCCC)CCC Dipropyl xanthate